2-(allyloxy)benzaldehyde C(C=C)OC1=C(C=O)C=CC=C1